CS(=O)(=O)OCCCN1C2=C(N(C([C@@H]3[C@@H](C1)CC(N3C3=NC(=CC(=C3)C(F)(F)F)C)=O)=O)C)C=CC=C2C 3-((3aR,11aS)-6,10-dimethyl-1-(6-methyl-4-(trifluoromethyl)pyridin-2-yl)-2,11-dioxo-1,2,3,3a,4,10,11,11a-octahydro-5H-benzo[b]pyrrolo[2,3-f][1,4]diazocin-5-yl)propyl methanesulfonate